calcium tri-formate C(=O)[O-].C(=O)O.C(=O)[O-].[Ca+2]